tert-butyl 4-[(1S)-1-[4-[(1S)-1-aminoethyl] phenyl]-2-cyclopropyl-ethyl]piperazine-1-carboxylate N[C@@H](C)C1=CC=C(C=C1)[C@H](CC1CC1)N1CCN(CC1)C(=O)OC(C)(C)C